IC=1N=CN(C1)C 4-iodo-1-methyl-1h-imidazole